tert-butyl (cyclopent-1-en-1-ylmethyl)carbamate C1(=CCCC1)CNC(OC(C)(C)C)=O